CC=1N=C(NC1)C(=O)O methylimidazole-2-carboxylic acid